(E)-2-(4-benzyl-1-piperazinyl)acethydrazide tartrate C(=O)(O)C(O)C(O)C(=O)O.C(C1=CC=CC=C1)N1CCN(CC1)CC(=O)NN